CC(=CCCC1CC2=C(C3=CC=CC=C3C(=C2CC1)OC)OC(C(=C)C)=O)C 2-(4-methyl-3-pentenyl)-9-methacryloyloxy-10-methoxy-1,2,3,4-tetrahydroanthracene